FC1CC[C@H](N(CC1)C(CN1C=C(C2=CC(=CC=C12)C1=CN=C2N1CCCC2)C(=O)N)=O)C(NC2=NC(=CC=C2)C)=O 1-(2-((2S)-5-fluoro-2-((6-methylpyridin-2-yl)carbamoyl)azepan-1-yl)-2-oxoethyl)-5-(5,6,7,8-tetrahydroimidazo[1,2-a]pyridin-3-yl)-1H-indole-3-carboxamide